ClC1=NC=CC(=N1)C(C)(C)O 2-(2-Chloropyrimidin-4-yl)propan-2-ol